Ethyl 2-(3-((2-((2-(4-(trifluoromethoxy)phenyl)-1H-benzo[d]imidazol-1-yl)methyl)phenoxy)methyl)cyclohexyl)acetate FC(OC1=CC=C(C=C1)C1=NC2=C(N1CC1=C(OCC3CC(CCC3)CC(=O)OCC)C=CC=C1)C=CC=C2)(F)F